8-Chloro-5-methoxy-1-[(3S)-1-(pyridin-3-ylmethyl)pyrrolidin-3-yl]-5,6-dihydro-4H-[1,2,4]triazolo[4,3-a][1]benzazepin ClC=1C=CC2=C(CC(CC=3N2C(=NN3)[C@@H]3CN(CC3)CC=3C=NC=CC3)OC)C1